[Li+].F[C@@H](C(=O)[O-])ON1[C@@H]2C=C([C@H](N(C1=O)C2)C(NCCS(N)(=O)=O)=O)C (2S)-2-fluoro-2-[[(2S,5R)-3-methyl-7-oxo-2-(2-sulfamoylethylcarbamoyl)-1,6-diazabicyclo[3.2.1]oct-3-en-6-yl]oxy]acetic acid lithium salt